ClC1=C(N(N=C1)C)C(=O)NC(C(=O)O)CCN(CCCCC1=NC=2NCCCC2C=C1)CCOCC 2-[(4-chloro-2-methyl-pyrazole-3-carbonyl)amino]-4-[2-ethoxyethyl-[4-(5,6,7,8-tetrahydro-1,8-naphthyridin-2-yl)butyl]amino]butanoic acid